(2S,4R)-N-[(S)-(5-cyclopropyl-6-fluoropyridin-2-yl)(phenyl)methyl]-1-{2-[5-(difluoromethyl)-1H-1,2,3-triazol-1-yl]acetyl}-4-fluoropyrrolidine-2-carboxamide C1(CC1)C=1C=CC(=NC1F)[C@@H](NC(=O)[C@H]1N(C[C@@H](C1)F)C(CN1N=NC=C1C(F)F)=O)C1=CC=CC=C1